C(C)(C)C=1C(=NC(NN1)=O)C1=CC=CC=C1 6-isopropyl-5-phenyl-1,2,4-triazin-3(2H)-one